N=1N(N=CC1)C1=C(C=C(C=N1)NC(=O)C=1C=NN(C1C(F)(F)F)C1=CC=C(C(=N1)NC(OC(C)(C)C)=O)F)C(F)(F)F tert-Butyl (6-(4-((6-(2H-1,2,3-triazol-2-yl)-5-(trifluoromethyl)pyridin-3-yl)carbamoyl)-5-(trifluoromethyl)-1H-pyrazol-1-yl)-3-fluoropyridin-2-yl)carbamate